O1COC=C1CC(C(=O)O)C(C(=O)O)CC1=CC=CC=C1 dioxol-5-ylmethyl-3-benzyl-succinic acid